C(C)(C)OC=1C=C(CNC(=O)NC=2SC=C(N2)C(C)(C)C2=CC=C(C=C2)OC)C=CC1N1CCNCC1 1-(3-isopropoxy-4-(piperazin-1-yl)benzyl)-3-(4-(2-(4-methoxyphenyl)propan-2-yl)thiazol-2-yl)urea